[(1S,2S)-2-[[5-(4,4,5,5-tetramethyl-1,3,2-dioxaborolan-2-yl) pyrimidin-2-yl] methoxy] cyclopentyl] acetate C(C)(=O)O[C@@H]1[C@H](CCC1)OCC1=NC=C(C=N1)B1OC(C(O1)(C)C)(C)C